C(C)(C)(C)OC(NCC1=C(C2=C(N=CS2)C(=C1)C1=CC=C(C=C1)OC(F)(F)F)C1=NOC(N1)=O)=O ((7-(5-oxo-4,5-dihydro-1,2,4-oxadiazol-3-yl)-4-(4-(trifluoromethoxy)phenyl)benzo[d]thiazol-6-yl)methyl)carbamic acid tert-butyl ester